1-butyl-(propyl)-1-methylpyrrolidinium C(CCC)[N+]1(C(CCC1)CCC)C